C(C)(C)(C)OC(N[C@H]1[C@@]2(NC[C@]1(CC2)C)C)=O ((1R,4R,7R)-1,4-dimethyl-2-azabicyclo[2.2.1]hept-7-yl)carbamic acid tert-butyl ester